tert-Butyl 6-bromo-2,3-difluoro-benzoate BrC1=CC=C(C(=C1C(=O)OC(C)(C)C)F)F